FC1=C(C(=C(C=C1OC)OC)F)N1CC2=CN=C(C=C2C2(C1=O)CC2)CNC(C=C)=O N-{[2'-(2,6-difluoro-3,5-dimethoxyphenyl)-3'-oxo-2',3'-dihydro-1'h-spiro[cyclopropane-1,4'-[2,7]naphthyridin]-6'-yl]methyl}acrylamide